vinylpyrrolidone-methacrylamide chloride [Cl-].C(=C)C1C(N(CC1)CC(C(=O)N)=C)=O